1-amino-2-eicosanol NCC(CCCCCCCCCCCCCCCCCC)O